ClC1=C(C=CC=C1Cl)N1CCN(CC1)CCC1CC(C(CC1)N)F 4-(2-(4-(2,3-dichlorophenyl)piperazin-1-yl)ethyl)-2-fluorocyclohexane-1-amine